N,N,N',N'-tetraglycidyl-ethylenediamine C(C1CO1)N(CCN(CC1CO1)CC1CO1)CC1CO1